2-methyl-4-(methylamino)butan-2-ol CC(C)(CCNC)O